C1(=CC=CC=C1)[In](C1=CC=CC=C1)C1=CC=CC=C1 Triphenylindium